2-butyl-2H-1,2,3,4-tetrazol C(CCC)N1N=CN=N1